ClC1=C(C(=NN1C)C1=NOC(=C1)C(C)C)CN1CC(CCCC1)NCCC(C)C 1-((5-Chloro-3-(5-isopropylisoxazol-3-yl)-1-methyl-1H-pyrazol-4-yl)methyl)-N-isopentylazepan-3-amine